2-bromo-4-(methoxymethyl)-6-(methylsulfanyl)pyridine BrC1=NC(=CC(=C1)COC)SC